(decanediol) adipate C(CCCCC(=O)O)(=O)O.C(CCCCCCCCC)(O)O